5-fluoro-1-methyl-7-phenethyloxy-1H-indole FC=1C=C2C=CN(C2=C(C1)OCCC1=CC=CC=C1)C